3-(3-((tert-butyldimethylsilyl)oxy)propoxy)-4-nitrobenzamide [Si](C)(C)(C(C)(C)C)OCCCOC=1C=C(C(=O)N)C=CC1[N+](=O)[O-]